[Br-].C[N+](CCCCCCCCCCCCCC)(CCCCCCCCCCCCCC)C dimethyldimyristylammonium Bromide